(R)-7-Cyclopropyl-4-((R)-3-(methylamino)pyrrolidin-1-yl)-7,8-dihydro-6H-pyrimido[5,4-b][1,4]oxazin-2-amine C1(CC1)[C@H]1NC2=C(OC1)C(=NC(=N2)N)N2C[C@@H](CC2)NC